IC=1C=C(N(C)C)C=C(C1)OC1=CC=C(C=C1)C 3-iodo-N,N-dimethyl-5-(p-tolyloxy)aniline